(S)-3-(1-amino-2,3-dihydro-1H-inden-5-yl)-2-(2-aminopyridin-3-yl)-N-cyclopropyl-3H-imidazo[4,5-b]pyridin-5-amine N[C@H]1CCC2=CC(=CC=C12)N1C(=NC=2C1=NC(=CC2)NC2CC2)C=2C(=NC=CC2)N